4-((2R,5S)-5-((3,4-difluorophenoxy)methyl)-2-(trifluoromethyl)oxazolidin-3-yl)-2-(trifluoromethyl)benzonitrile FC=1C=C(OC[C@@H]2CN([C@H](O2)C(F)(F)F)C2=CC(=C(C#N)C=C2)C(F)(F)F)C=CC1F